BrCC(CBr)CBr 2-(Bromomethyl)-1,3-dibromopropan